1-[3-chloro-5-[[5-(trifluoromethyl)thiazol-4-yl]methoxy]phenyl]-5-(2-oxo-1H-pyridin-3-yl)-3-(3-pyridyl)pyrimidine-2,4-dione ClC=1C=C(C=C(C1)OCC=1N=CSC1C(F)(F)F)N1C(N(C(C(=C1)C=1C(NC=CC1)=O)=O)C=1C=NC=CC1)=O